ClC=1C=CC=2C(=NC3=CC=C(N=C3C2)OC)C1 7-chloro-2-methoxybenzo[b][1,5]naphthyridin